(4-(benzofuran-2-yl)furan-2-yl)-3-oxopropanoic acid methyl ester COC(C(C=O)C=1OC=C(C1)C=1OC2=C(C1)C=CC=C2)=O